FC1=C(C=CC(=C1)S(F)(F)(F)(F)F)NC(=O)NC=1C(=NC=CC1)OC1=C(C=CC=C1)C1(OCC1)C(F)(F)F 1-(2-fluoro-4-(pentafluoro-λ6-sulfaneyl)phenyl)-3-(2-(2-(2-(trifluoromethyl)oxetan-2-yl)phenoxy)pyridin-3-yl)urea